cysteylglycine N[C@@H](CS(=O)(O)=O)C(=O)NCC(=O)O